C(O)C methylolmethane